2-oxo-2,3-dihydro-1H-indole-6-carboxylic acid methyl ester L-tartrate C(=O)(O)[C@H](O)[C@@H](O)C(=O)O.COC(=O)C1=CC=C2CC(NC2=C1)=O